2-fluoro-5-methoxy-N-(4-(4-(morpholin-2-ylmethoxy)-1H-pyrazolo[3,4-b]pyridin-6-yl)phenyl)benzenesulfonamide FC1=C(C=C(C=C1)OC)S(=O)(=O)NC1=CC=C(C=C1)C1=CC(=C2C(=N1)NN=C2)OCC2CNCCO2